C(C)C(COCC1CO1)CCCC 2-ethylhexyl-glycidylether